3-(5-(((S)-1-((7-(2-Methoxypropan-2-yl)isoquinolin-3-yl)methyl)pyrrolidin-3-yl)oxy)-1-oxoisoindolin-2-yl)piperidine-2,6-dione COC(C)(C)C1=CC=C2C=C(N=CC2=C1)CN1C[C@H](CC1)OC=1C=C2CN(C(C2=CC1)=O)C1C(NC(CC1)=O)=O